FC=1C=C(C#N)C=CC1OCC1=CC(=CC=C1)OC1CCNCC1 3-fluoro-4-((3-(piperidin-4-yloxy)benzyl)oxy)benzonitrile